N-[5-(2,6-difluoro-4-methoxyphenyl)-2-(2-methoxypyridin-4-yl)-1-methyl-3-oxo-2,3-dihydro-1H-pyrazol-4-yl]-4-(difluoromethoxy)benzamide FC1=C(C(=CC(=C1)OC)F)C1=C(C(N(N1C)C1=CC(=NC=C1)OC)=O)NC(C1=CC=C(C=C1)OC(F)F)=O